2-morpholin-4-ylethanesulphonic acid N1(CCOCC1)CCS(=O)(=O)O